C1(CCC1)CN1CCC(CC1)F 1-(cyclobutylmethyl)-4-fluoropiperidin